FC(OC1=CC=C2C(=N1)NC=C2C2=CC=C1C(CC3(CCN(CC3)C)C1=C2)=O)F 6-(6-(difluoromethoxy)-1H-pyrrolo[2,3-b]pyridin-3-yl)-1'-methylspiro[indene-1,4'-piperidin]-3(2H)-one